N1(CCCC1)C(=O)N PyrrolidineAmide